NC1=NNC(C2=C1N(C=C2C2CN(CC2)C(C#CC)=O)C2=CC=C(C=C2)OC2=CC=CC=C2)=O 7-Amino-3-(1-(but-2-ynoyl)pyrrolidin-3-yl)-1-(4-phenoxyphenyl)-1,5-dihydro-4H-pyrrolo[2,3-d]pyridazin-4-on